C(C)(C)(C)C=1C=C(C=C(C1O)C(C)(C)C)CCC(=O)NNC(CCC1=CC(=C(C(=C1)C(C)(C)C)O)C(C)(C)C)=O N,N'-bis(3-(3,5-di-t-butyl-4-hydroxyphenyl)propionyl)hydrazine